ClC=1C=CC=C2C=CC=C(C12)N1CC=2N=C(N=C(C2CC1)N(C1CN(CC1)C#N)C)OC[C@H]1N(CCC1)C 3-((7-(8-chloronaphthalen-1-yl)-2-(((S)-1-methylpyrrolidin-2-yl)methoxy)-5,6,7,8-tetrahydropyrido[3,4-d]pyrimidin-4-yl)(methyl)amino)pyrrolidine-1-carbonitrile